2,5-di-isopropyl-1H-pyrrole C(C)(C)C=1NC(=CC1)C(C)C